N-[2-(2-aminoethoxy)ethyl]-2-ethyl-4-[[3-[1-(2-methoxyethyl)-3-(trifluoromethyl)pyrazol-4-yl]imidazo[1,2-a]pyrazin-8-yl]amino]benzamide NCCOCCNC(C1=C(C=C(C=C1)NC=1C=2N(C=CN1)C(=CN2)C=2C(=NN(C2)CCOC)C(F)(F)F)CC)=O